NCCNCCNC(N)C(=O)O 2-[[2-[(2-aminoethyl)amino]ethyl]amino]-Glycine